4-(4-bromo-2-methyl-1,3-benzodioxol-2-yl)-3-fluoro-benzonitrile BrC1=CC=CC=2OC(OC21)(C)C2=C(C=C(C#N)C=C2)F